C(C)(CC)N1N=C(C=CC1=O)Cl 2-(sec-butyl)-6-chloropyridazin-3(2H)-one